3-(9-((4-(aminomethyl)-2,6-dimethylphenyl)carbamoyl)-4,5-dihydrobenzo[b]thieno[2,3-d]oxepin-8-yl)-6-((2,6-difluoro-3-methoxybenzyl)carbamoyl)picolinic acid NCC1=CC(=C(C(=C1)C)NC(=O)C1=CC2=C(OCCC3=C2SC=C3)C=C1C=1C(=NC(=CC1)C(NCC1=C(C(=CC=C1F)OC)F)=O)C(=O)O)C